2-(((2-(3-(pyridin-4-yl)phenyl)-1,6-naphthyridin-7-yl)methyl)carbamoyl)benzoic acid N1=CC=C(C=C1)C=1C=C(C=CC1)C1=NC2=CC(=NC=C2C=C1)CNC(=O)C1=C(C(=O)O)C=CC=C1